2,4-dichloropyrimidine-5-carboxylic acid methyl ester COC(=O)C=1C(=NC(=NC1)Cl)Cl